(1-methyl-1H-pyrazol-4-yl)pyrazolo[1,5-a]pyridine CN1N=CC(=C1)C1=NN2C(C=CC=C2)=C1